2-Chloro-N-(3-chloro-1H-indol-4-yl)-3-trifluoromethyl-benzamide ClC1=C(C(=O)NC2=C3C(=CNC3=CC=C2)Cl)C=CC=C1C(F)(F)F